OC=1C=C2C(C3(C=NC4=C(O3)C=C(C3=CC=CC=C34)C#N)N(C2=CC1)C)(C)C 5-Hydroxy-6'-cyano-1,3,3-trimethylspiro-[indolin-2,3'-[3H]-naphtho[2,1-b][1,4]oxazin]